1-(tert-butyl)-N-(2-methyl-4-(3-(3-(N-methylacrylamido)piperidin-1-yl)pyridin-4-yl)benzyl)-1H-1,2,3-triazole-4-carboxamide C(C)(C)(C)N1N=NC(=C1)C(=O)NCC1=C(C=C(C=C1)C1=C(C=NC=C1)N1CC(CCC1)N(C(C=C)=O)C)C